10-(2,6-difluoro-4-{[2-(methylamino)ethyl]amino}phenyl)-4,15-difluoro-9-oxo-8-(propan-2-yl)-6,8,10-triazatricyclo[9.4.0.02,7]pentadeca-1(11),2(7),3,5,12,14-hexaene-13-carbonitrile FC1=C(C(=CC(=C1)NCCNC)F)N1C(N(C=2N=CC(=CC2C=2C(=CC(=CC12)C#N)F)F)C(C)C)=O